(4-hydroxy-3-methoxy-phenyl)acetic acid methyl ester COC(CC1=CC(=C(C=C1)O)OC)=O